ClC1=CC=C(C=C1)N1N=C(N=C1C1=CC=C(C=C1)C(C)C)CN1CCC2(CCCC2)CC1 8-((1-(4-chlorophenyl)-5-(4-isopropylphenyl)-1H-1,2,4-triazol-3-yl)methyl)-8-azaspiro[4.5]decane